FC1=CC=C(C(=O)NNC(=O)C2=C(C(=O)O)C=CC=C2)C=C1 2-(2-(4-fluorobenzoyl)hydrazine-1-carbonyl)benzoic acid